FC(OC1=C(C=C(C=C1)F)C(C=1N(C=2C(=C3CC[C@@H](N(C3=CC2)C(=O)OC)C)N1)[C@H]1C[C@@H](CCC1)C(=O)OC)O)F methyl (7S)-2-[[2-(difluoromethoxy)-5-fluorophenyl](hydroxy)methyl]-3-[(1R,3R)-3-(methoxycarbonyl) cyclohexyl]-7-methyl-3H,6H,7H,8H,9H-imidazo[4,5-f]quinoline-6-carboxylate